2-O-Levulinyl-3,4-di-O-(2-naphthylmethyl)-α-L-rhamnopyranosyl trichloroacetimidate ClC(C(O[C@H]1[C@H](OC(CCC(=O)C)=O)[C@H](OCC2=CC3=CC=CC=C3C=C2)[C@@H](OCC2=CC3=CC=CC=C3C=C2)[C@@H](O1)C)=N)(Cl)Cl